OC1=CC=C(C=C1)C(C)(C)C1=C(C=CC=C1)O 2-[1-(4-hydroxyphenyl)-1-methylethyl]phenol